ClC1=CC(=C(N=N1)N)C=1C=NN(C1)CC#CCOC1OCCCC1 6-chloro-4-[1-(4-tetrahydropyran-2-yloxybut-2-ynyl)pyrazol-4-yl]pyridazin-3-amine